C[C@]12C[C@H]3[C@H](O3)[C@]4([C@@H]1[C@@H]([C@@H]5[C@]6(C2=CC(=O)O[C@@H]6[C@](C)(CS(=O)(=O)C)O)O5)OC4=O)C The molecule is a diterpenoid that is a organic heterohexacyclic compound consisting of lactone and epoxide ring systems. It is isolated from Podocarpus macrophyllus. It has a role as a metabolite. It is a diterpenoid, a gamma-lactone, a delta-lactone, an epoxide, a sulfone, a tertiary alcohol and an organic heterohexacyclic compound.